CN([C@H]1CN(CC1)C1=C(C=C(C(=C1)OC)NC1=NC=NC(=C1)N1OCC[C@@H]1C1=CC=CC2=CC=CC=C12)NC(C=C)=O)C N-(2-((R)-3-(dimethylamino)pyrrolidine-1-yl)-4-methoxy-5-((6-((R)-3-(naphthalene-1-yl)isoxazolidine-2-yl)pyrimidine-4-yl)amino)phenyl)acrylamide